O=C1NCC2(C1)CCN(CC2)C2CC1CCC(C2)N1C(=O)OC(C)([2H])[2H] (1,1-2H2)ethyl 3-(3-oxo-2,8-diazaspiro[4.5]dec-8-yl)-8-azabicyclo[3.2.1]octane-8-carboxylate